5-(6-fluoro-3,4-dihydrospiro[benzo[b][1,4]oxazine-2,1'-cyclopropane]-4-carbonyl)-2-hydroxybenzenenitrile FC1=CC2=C(OC3(CC3)CN2C(=O)C=2C=CC(=C(C2)C#N)O)C=C1